(S)-2-(3-chlorophenyl)-N-((1-cyanopyrrolidin-3-yl)methyl)-2H-1,2,3-triazole-4-carboxamide ClC=1C=C(C=CC1)N1N=CC(=N1)C(=O)NC[C@H]1CN(CC1)C#N